C=C(C#CC1=CC=C(C=C1)Br)C1=CC=C(C=C1)Br 1,1'-(3-methylene-1-propyne-1,3-diyl)bis[4-bromobenzene]